Ammonium glutamat N[C@@H](CCC(=O)[O-])C(=O)[O-].[NH4+].[NH4+]